BrC=1C=C(C=NC1)N1C[C@H](CCC1)N(C)C (S)-1-(5-bromopyridin-3-yl)-N,N-dimethylpiperidin-3-amine